2-((2-(2,6-dioxopiperidin-3-yl)-1,3-dioxoisoindolin-4-yl)sulfonyl)acetic acid O=C1NC(CCC1N1C(C2=CC=CC(=C2C1=O)S(=O)(=O)CC(=O)O)=O)=O